((3,5-difluorophenyl)difluoromethyl)-1H-indazol-3-amine FC=1C=C(C=C(C1)F)C(F)(F)N1N=C(C2=CC=CC=C12)N